NC=1C=C(C#N)C=CC1N1CC(CCC1)(F)F 3-amino-4-(3,3-difluoropiperidin-1-yl)benzonitrile